benzyl 4-(1-methyl-1H-1,2,4-triazol-3-yl)piperazine-1-carboxylate CN1N=C(N=C1)N1CCN(CC1)C(=O)OCC1=CC=CC=C1